OC1=NC=CC(=C1)C1=NC(=CC(=N1)N=S(=O)(C)C)N1[C@@H](COCC1)C (R)-((2-(2-hydroxypyridin-4-yl)-6-(3-methylmorpholino)-pyrimidin-4-yl)imino)-dimethyl-λ6-sulfanone